N1C(CCC1)C(=O)N PYRROLIDINE-2-CARBOXAMIDE